(1-Ethyl-2,3,4,5-tetramethylcyclopentadienyl)(2-butylindenyl)zirconium dichloride [Cl-].[Cl-].C(C)C1(C(=C(C(=C1C)C)C)C)[Zr+2]C1C(=CC2=CC=CC=C12)CCCC